(N,N-dimethyl-N-dodecylammonio) propanesulfonate C(CC)S(=O)(=O)O[N+](CCCCCCCCCCCC)(C)C